tert-butyl 4-((4-cyclopentyl-2-(4-(methoxycarbonyl)phenyl)piperazin-1-yl)methyl)-5-methoxy-7-methyl-1H-indole-1-carboxylate C1(CCCC1)N1CC(N(CC1)CC1=C2C=CN(C2=C(C=C1OC)C)C(=O)OC(C)(C)C)C1=CC=C(C=C1)C(=O)OC